2-(4-(benzyloxy)phenyl)-5,6,7,8-tetrahydro-4H-pyrazolo[5',1':2,3]imidazo[4,5-c]pyridine-3-carboxamide formate C(=O)O.C(C1=CC=CC=C1)OC1=CC=C(C=C1)C1=NN2C(NC3=C2CNCC3)=C1C(=O)N